2-[((1aR,5aR)-2-tert-Butyl-1a,2,5,5a-tetrahydro-1H-2,3-diaza-cyclopropa[a]pentalene-4-carbonyl)-amino]-3-phenylpropionic acid methyl ester COC(C(CC1=CC=CC=C1)NC(=O)C=1C=2C[C@@H]3[C@H](C2N(N1)C(C)(C)C)C3)=O